7-tert-butyl-N-(9,9-dimethyl-9H-fluoren-2-yl)-2,9,9-trimethyl-9H-fluoren-4-amin C(C)(C)(C)C1=CC=C2C=3C(=CC(=CC3C(C2=C1)(C)C)C)NC1=CC=2C(C3=CC=CC=C3C2C=C1)(C)C